[Zn].[Si]=O Silicon oxide zinc